ClC1=CC=C2C(=CN=CC2=C1)N 7-chloroisoquinolin-4-amine